N1C(=NC2=C1C=CC=C2)C2=C(C=CC=C2)C=2C(=CC(=C(C2)Cl)C(=O)N[C@H](CCC)C2=CC=CC=C2)C(=O)NS(N(C)C)(=O)=O 2'-(1H-1,3-benzodiazol-2-yl)-5-chloro-N2-(dimethylsulfamoyl)-N4-[(1R)-1-phenylbutyl]-[1,1'-biphenyl]-2,4-dicarboxamide